NC1=NC=2C=C(C(=CC2C2=C1COC2)C(=O)N(CC=2C=CC1=C(CC3(CCN(CC3)C)O1)C2)C21CC(C2)C1)F 4-amino-N-(bicyclo[1.1.1]pentan-1-yl)-7-fluoro-N-((1'-methyl-3H-spiro[benzofuran-2,4'-piperidin]-5-yl)methyl)-1,3-dihydrofuro[3,4-c]quinoline-8-carboxamide